tert-butyl (R)-5-(6-(2-(3-fluorophenyl) pyrrolidin-1-yl) imidazo[1,2-b]pyridazin-3-yl)-3,6-dihydropyridine-1(2H)-carboxylate FC=1C=C(C=CC1)[C@@H]1N(CCC1)C=1C=CC=2N(N1)C(=CN2)C2=CCCN(C2)C(=O)OC(C)(C)C